tert-Butyl 2-(4-bromo-5-methoxy-2-oxopyridin-1(2H)-yl)-4,4-difluorobutanoate BrC1=CC(N(C=C1OC)C(C(=O)OC(C)(C)C)CC(F)F)=O